N=[S@@](=O)(C1(CC1)C1=CC(=NC=2N1N=CC2C2=CC=NN2)N2[C@@H](COCC2)C)C (S)-imino(methyl)(1-(5-((R)-3-methylmorpholino)-3-(1H-pyrazol-5-yl)pyrazolo[1,5-a]pyrimidin-7-yl)cyclopropyl)-λ6-sulfanone